C(C)(C)(C)OC(C(C)(C)OCCN1NC[C@H]2[C@@H]1C(CN2C(=O)OC(C)(C)C)(F)F)=O (cis)-tert-butyl 1-(2-((1-(tert-butoxy)-2-methyl-1-oxoprop-2-yl) oxy) ethyl)-6,6-difluorohexahydropyrrolo[3,2-c]pyrazole-4(2H)-carboxylate